2,4,6-Tri(2-thienyl)pyridine tert-butyl-(1S,2S)-2,5-diazabicyclo[2.2.1]heptane-2-carboxylate C(C)(C)(C)OC(=O)N1[C@@H]2CNC(C1)C2.S2C(=CC=C2)C2=NC(=CC(=C2)C=2SC=CC2)C=2SC=CC2